(5-methylthienyl)(methyl)methylene(cyclopentadienyl)(2,7-di-tert-butylfluorenyl)hafnium CC1=CC=C(S1)C(=[Hf](C1=C(C=CC=2C3=CC=C(C=C3CC12)C(C)(C)C)C(C)(C)C)C1C=CC=C1)C